C(C)(C)(C)OC(=O)N(CC(=O)O)[C@@H]1CCC2=C(C=CC=C12)C1=NOC(=N1)C1=CC(=C(C=C1)OC(C)C)C#N (R)-2-(tert-butoxycarbonyl(4-(5-(3-cyano-4-isopropoxyphenyl)-1,2,4-oxadiazol-3-yl)-2,3-dihydro-1H-inden-1-yl)amino)acetic acid